1,4-bis(2-ethylhexyl) 1,4-cyclohexanedicarboxylate C1(CCC(CC1)C(=O)OCC(CCCC)CC)C(=O)OCC(CCCC)CC